C1(CC1)C1=NN(C=C1B1OC(C(O1)(C)C)(C)C)[C@@H]1C[C@H](C1)CN (trans-3-(3-cyclopropyl-4-(4,4,5,5-tetramethyl-1,3,2-dioxaborolan-2-yl)-1H-pyrazol-1-yl)cyclobutyl)methanamine